(4-(4-(((R)-1-(2-methyl-3-(trifluoromethyl)phenyl)ethyl)amino)quinolin-6-yl)piperazin-1-yl)(tetrahydrofuran-3-yl)methanone CC1=C(C=CC=C1C(F)(F)F)[C@@H](C)NC1=CC=NC2=CC=C(C=C12)N1CCN(CC1)C(=O)C1COCC1